N'-acetyl-4-methylbenzoyl-hydrazine C(C)(=O)NNC(C1=CC=C(C=C1)C)=O